ClC=1C(=C(NC([C@H](C)NC(OC(C)(C)C)=O)=O)C=CC1C(F)(F)F)C(=O)C1=NC=CC=C1F tert-butyl N-[(1S)-2-[3-chloro-2-(3-fluoropyridine-2-carbonyl)-4-(trifluoromethyl)anilino]-1-methyl-2-oxo-ethyl]carbamate